FC(C(=O)O)(F)F.N1CC(C1)C=CC1=NOC(=C1)C(F)(F)F 3-(2-(azetidin-3-yl)vinyl)-5-(trifluoromethyl)isoxazole 2,2,2-trifluoroacetate